tert-butyl(6,6-difluorospiro[3.3]heptan-2-yl)(2-oxoethyl)carbamate C(C)(C)(C)OC(N(CC=O)C1CC2(C1)CC(C2)(F)F)=O